FC1=CC(=CC=2NC(=NC21)C=2NC=C(C2)C(C2=C(C=CC=C2)C(F)(F)F)=O)N2CCN(CC2)C(C)=O 1-(4-(4-fluoro-2-(4-(2-(trifluoromethyl)benzoyl)-1H-pyrrol-2-yl)-1H-benzo[d]imidazol-6-yl)piperazin-1-yl)ethanone